CC(CC(=O)O)P(O)=O 1-methyl(2-carboxyethyl)-phosphinic acid